C(C)(=O)[O-].C(CCCCCCCCCCC)[N+]1(CCCCC1)CCC 1-Dodecyl-1-propylpiperidinium acetat